OC1=C(C=C(C(=O)OC)C=C1)C methyl 4-hydroxy-3-methylbenzoate